O1C(CCOC1)=O 1,5-dioxanone